C1(=CC=CC=C1)OC(C)(C)CC(C)(C)C tert-Octyl phenyl Ether